(S)-4-(5-(3-((6-((S)-3-carboxybutanoyl)-3-hydroxy-6,7-dihydro-5H-pyrrolo[3,4-b]pyridin-2-yl)oxy)propoxy)-6-methoxy-thieno[3,2-b]pyridin-2-yl)-2-methyl-4-oxobutanoic acid C(=O)(O)[C@H](CC(=O)N1CC2=NC(=C(C=C2C1)O)OCCCOC1=C(C=C2C(=N1)C=C(S2)C(C[C@@H](C(=O)O)C)=O)OC)C